isoflavonone C1=CC=C(C=C1)C2C(=O)C3=CC=CC=C3OC2=O